3-bromo-8-methylpyrido[3,2-e]pyrrolo[1,2-a]pyrazin-6(5H)-one BrC1=CC=2NC(C=3N(C2N=C1)C=C(C3)C)=O